BrCCC(C(=O)OC)C methyl 4-bromo-2-methyl-butanoate